FC=1C=C2C(=CNC2=CC1)CCNC=O N-[2-(5-fluoro-1H-indol-3-yl)ethyl]formamide